15-(Benzyloxy)-9-oxopentadecanoic acid heptadec-9-yl ester CCCCCCCCC(CCCCCCCC)OC(CCCCCCCC(CCCCCCOCC1=CC=CC=C1)=O)=O